C(#N)C=1C=C(C=CC1)C=1N=C(SC1C1=CC(=NC(=C1)C)OC)NC(=O)N1C=CS(C=C1)(=O)=N N-[4-(3-cyanophenyl)-5-(2-methoxy-6-methyl-4-pyridinyl)thiazol-2-yl]-1-imino-1-oxo-1,4-thiazine-4-carboxamide